tert-Butyl 2-[1-[6-methyl-2-(1-methylpyrrolo[2,3-b]pyridin-6-yl)-4-oxo-chromen-8-yl]ethylamino]benzoate CC=1C=C2C(C=C(OC2=C(C1)C(C)NC1=C(C(=O)OC(C)(C)C)C=CC=C1)C1=CC=C2C(=N1)N(C=C2)C)=O